CCC(CCCCCCC)=O Methyl-n-nonanone